C(C)(C)(C)[S@](=O)N=C(C)C=1C(=C(C=CC1)C(CCC1CN(C1)C(=O)OC(C)(C)C)(F)F)F tert-butyl (S)-3-(3-(3-(1-((tert-butylsulfinyl)imino)ethyl)-2-fluorophenyl)-3,3-difluoropropyl)azetidine-1-carboxylate